1-(2-(2,6-dioxopiperidin-3-yl)-6-fluoro-1-oxoisoindoline-5-yl)pyrrole O=C1NC(CCC1N1C(C2=CC(=C(C=C2C1)N1C=CC=C1)F)=O)=O